C(C1=CC=CC=C1)OC(=O)N1[C@H](CN(CC1)C=1C2=C(N=C(N1)Cl)CN(CC2)C(=O)OC(C)(C)C)CC#N tert-butyl 4-[(3S)-4-benzyloxycarbonyl-3-(cyanomethyl) piperazin-1-yl]-2-chloro-6,8-dihydro-5H-pyrido[3,4-d]pyrimidine-7-carboxylate